COC(=O)C1C(CN(CC1)CC1=CC=C(C=C1)N1C(=NC=2C1=NC(=CC2)C2=CC=CC=C2)C=2C(=NC=CC2)N)(C)C.C(=CC)C2=CC=C(C=C2)OC p-propenyl-anisole methyl-1-[[4-[2-(2-amino-3-pyridyl)-5-phenyl-imidazo[4,5-b]pyridin-3-yl]phenyl]methyl]-3,3-dimethyl-piperidine-4-carboxylate